O=C(C=CC1=CC=C(C=C1)C1=CC=C(OC=2C=C(C=C(C2)C(=O)O)C(=O)O)C=C1)C1=CC=CC=C1 5-[4-[4-(3-Oxo-3-phenylprop-1-enyl)phenyl]phenoxy]benzene-1,3-dicarboxylic acid